FC1=C(CNC[C@H](CN2C[C@H]3CCCC[C@H]3C[C@H]2C(=O)O)O)C=CC=C1 (3S,4aS,8aS)-2-[(R)-3-(2-fluorobenzylamino)-2-hydroxypropyl]decahydroisoquinoline-3-carboxylic acid